octadecanedioic acid monomethyl ester barium salt [Ba+2].COC(CCCCCCCCCCCCCCCCC(=O)[O-])=O.C(CCCCCCCCCCCCCCCCC(=O)[O-])(=O)OC